1-[(2R)-3,4-dihydro-2H-chromen-2-yl]-N-([5-(4-fluorophenyl)pyridin-3-yl]methyl)methanamine O1[C@H](CCC2=CC=CC=C12)CNCC=1C=NC=C(C1)C1=CC=C(C=C1)F